ClCC(=O)N1C=CC=C1 (S)-1-(2-chloroacetyl)pyrrole